1,4-bis-(2-(thiobenzoylthio)-prop-2-yl)benzene C(C1=CC=CC=C1)(=S)SC(C)(C)C1=CC=C(C=C1)C(C)(C)SC(C1=CC=CC=C1)=S